2-(2-(dodecylthio)propan-2-yl)-5-methylcyclohexan-1-one C(CCCCCCCCCCC)SC(C)(C)C1C(CC(CC1)C)=O